Cl.NC12CC3(C[C@@H](C[C@H](C1)C3)C2)NC(C2=CN=CC=C2)=O N-((1s,3r,5R,7S)-3-aminoadamantan-1-yl)nicotinamide hydrochloride